thiazolo[4,5-d]pyrimidine-5,7-dione C1=NC2=C(S1)C(=O)NC(=O)N2